CC(=CC(=O)O)C=CC=C(CCC=C(CCC=C(C)C)C)C 3,7,11,15-tetramethyl-hexadeca-2,4,6,10,14-pentaenoic acid